ClC=1C=CC2=C(C[C@](O2)(C2=CC=CC=C2)CN(C(OC(C)(C)C)=O)C)C1B1OC(C(O1)(C)C)(C)C (S)-tert-butyl ((5-chloro-2-phenyl-4-(4,4,5,5-tetramethyl-1,3,2-dioxaborolan-2-yl)-2,3-dihydrobenzofuran-2-yl)methyl)(methyl)carbamate